O[C@@H]1[C@H](CC[C@](C1)(C(F)(F)F)O)NC(=O)[C@H]1CCN(C2(CC2)C1)C(=O)C1=NNC(=C1)C1=CC(=NC=C1F)OC (S)-N-((1S,2S,4S)-2,4-dihydroxy-4-(trifluoromethyl)cyclohexyl)-4-(5-(5-fluoro-2-methoxypyridin-4-yl)-1H-pyrazole-3-carbonyl)-4-azaspiro[2.5]octane-7-carboxamide